2-propenylamino-2-methylpropanesulfonic acid sodium salt [Na+].C(=CC)NC(CS(=O)(=O)[O-])(C)C